C1(CC1)C1=CC(=NN1)NC1=NC(=NC=C1)N(CCCN(C(OC(C)(C)C)=O)C)C tert-butyl N-[3-[[4-[(5-cyclopropyl-1H-pyrazol-3-yl) amino] pyrimidin-2-yl]-methyl-amino] propyl]-N-methyl-carbamate